NC=1C(=C(C=C2C=C(N=CC12)NC(=O)[C@H]1[C@H](C1)F)C1=C(C=CC=C1Cl)Cl)F |r| (±)-cis-N-[8-amino-6-(2,6-dichlorophenyl)-7-fluoroisoquinolin-3-yl]-2-fluorocyclopropane-1-carboxamide